CS(=O)(=O)O.C1CCC(CC1)C2=CC3=C(C=C2)N4CCN[C@@H]5C4=C3CCC5 The molecule is a methanesulfonate (mesylate) salt prepared from equimolar amounts of (S)-tetrindole and methanesulfonic acid. It contains a (S)-tetrindole(1+). It is an enantiomer of a (R)-tetrindole mesylate.